ClC1=C(C=C(C=C1N1CCNCC1)C#N)NC1=NC=2N(C(=N1)NCC(F)F)N=CC2C#N 2-((2-chloro-5-cyano-3-(piperazin-1-yl)phenyl)amino)-4-((2,2-difluoroethyl)amino)pyrazolo[1,5-a][1,3,5]triazine-8-carbonitrile